methyl-6-oxo-1,6-dihydropyridazine-3-carboxylic acid methyl ester COC(=O)C1=NN(C(C=C1)=O)C